FC1=C(C=CC=C1)N1C(=NN=C1C1=NC(=CC=C1)C)C1CC(C1)NC(=O)C=1C=2N=CC=NC2C=CC1 N-((1S,3r)-3-(4-(2-fluorophenyl)-5-(6-methylpyridin-2-yl)-4H-1,2,4-triazol-3-yl)cyclobutyl)quinoxaline-5-carboxamide